ClC1=C(C(=O)C2=CNC3=C2C2=C(NC(C(N2)(C)COCC)=O)C=N3)C=CC(=C1)OC1=CC=CC=C1 9-(2-chloro-4-phenoxybenzoyl)-2-(ethoxymethyl)-2-methyl-1,2,4,7-tetrahydro-3H-pyrrolo[3',2':5,6]pyrido[3,4-b]pyrazin-3-one